[C@@H]12CN(C[C@H]2NC1)C(=O)N1CCC(CC1)N1N=CC(=C1)C=1C=C(C=2N(C1)N=CC2C#N)OC 6-(1-(1-((1S,5S)-3,6-diazabicyclo[3.2.0]heptane-3-carbonyl)piperidin-4-yl)-1H-pyrazol-4-yl)-4-methoxypyrazolo[1,5-a]pyridine-3-carbonitrile